1-methyl-3-(3-amino-3-carboxypropyl)pseudouridine 4-Chloro-2-methylbenzenediazonium salt ClC1=CC(=C(C=C1)[N+]#N)C.CN1C=C([C@H]2[C@H](O)[C@H](O)[C@@H](CO)O2)C(N(C1=O)CCC(C(=O)[O-])N)=O